(3S,5R,8R,9S,10S,13R,14S,16S,17R)-14-hydroxy-10,13-dimethyl-17-(2-oxo-2H-pyran-5-yl)-3-(3-oxopiperazine-1-carboxamido)hexadecahydro-1H-cyclopenta[a]phenanthren-16-yl acetate C(C)(=O)O[C@H]1C[C@@]2([C@@H]3CC[C@@H]4C[C@H](CC[C@@]4([C@H]3CC[C@@]2([C@H]1C=1C=CC(OC1)=O)C)C)NC(=O)N1CC(NCC1)=O)O